2-(2-chloropyridin-3-yl)-1-(7-methyl-5-(2-((1-methyl-1H-pyrazol-5-yl)amino)pyrimidin-4-yl)indolin-1-yl)ethan-1-one ClC1=NC=CC=C1CC(=O)N1CCC2=CC(=CC(=C12)C)C1=NC(=NC=C1)NC1=CC=NN1C